C(C)(C)(C)OCC(=O)NCCCN(CCCCCCCC(=O)OCCC(CCCC)CCCC)CCCCCCCC(=O)OC(CCCCCCCC)CCCCCCCC 3-Butylheptyl 8-((3-(2-(tert-butoxy)acetamido)propyl)(8-(heptadecan-9-yloxy)-8-oxooctyl)amino)octanoate